2-2-ethylbutanoic acid CCC(C(=O)O)CC